CC1(CCC(C1)(F)F)C dimethyl-4,4-difluorocyclopentane